CN(NC)CC=1N(C2=CC=CC=C2C1)CCC(NC(C(NCCOCCOCCC(N(C(C(=O)[O-])C)C)=O)=O)CC1=CC=C(C=C1)OP(=O)(O)O)=O 19-(2-((1,2-dimethylhydrazinyl)methyl)-1H-indol-1-yl)-2,3-dimethyl-4,14,17-trioxo-15-(4-(phosphonooxy)benzyl)-7,10-dioxa-3,13,16-triazanonadecan-1-oate